tricyclodecanemethanol monomethacrylate C(C(=C)C)(=O)O.C1(CCCCCCCCC1)CO.C1(CCCCCCCCC1)CO.C1(CCCCCCCCC1)CO